7-indoleboronic acid pinacol ester N1C=CC2=CC=CC(=C12)B1OC(C)(C)C(C)(C)O1